5-methyl-7-{3-[(6-methylpyridin-2-yl)carbamoyl]azetidin-1-yl}-4-oxo-1-(1,3-thiazol-2-yl)-1,4-dihydro-1,8-naphthyridine-3-carboxylic acid CC1=C2C(C(=CN(C2=NC(=C1)N1CC(C1)C(NC1=NC(=CC=C1)C)=O)C=1SC=CN1)C(=O)O)=O